2-((15-iodopentadecyl)oxy)tetrahydro-2H-pyran ICCCCCCCCCCCCCCCOC1OCCCC1